N-(6-oxo-6H-anthraceno[9,1-Cd][1,2]thiazole-7-yl)benzamide O=C1C2=CC=CC3=C2C(=NS3)C3=CC=CC(=C13)NC(C1=CC=CC=C1)=O